C(C)[Si](CC(C=C)C)(C)CC diethylmethyl-(2-methyl-3-buten-1-yl)silane